1-benzoyl-2-phenyl-2,3-dihydropyridin-4-one C(C1=CC=CC=C1)(=O)N1C(CC(C=C1)=O)C1=CC=CC=C1